3-(2-{3-Cyclopropyl-6-fluoroimidazo[1,2-a]pyridin-7-yl}ethynyl)-1-[(3S,5R)-5-(methoxymethyl)-1-(prop-2-enoyl)pyrrolidin-3-yl]-5-(methylamino)pyrazole-4-carboxamide C1(CC1)C1=CN=C2N1C=C(C(=C2)C#CC2=NN(C(=C2C(=O)N)NC)[C@@H]2CN([C@H](C2)COC)C(C=C)=O)F